(2-chloro-3-(1-(6-chloro-3-((3-cyanobenzyl)oxy)-2-fluoro-4-formylphenoxy)-2,3-dihydro-1H-inden-4-yl)phenyl)-1,5-dimethyl-4,5,6,7-tetrahydro-1H-imidazo[4,5-c]pyridine-2-carboxamide ClC1=C(C=CC=C1C1=C2CCC(C2=CC=C1)OC1=C(C(=C(C=C1Cl)C=O)OCC1=CC(=CC=C1)C#N)F)C1N(CCC2=C1N=C(N2C)C(=O)N)C